1-Octyl-3-butylpiperidinium acetat C(C)(=O)[O-].C(CCCCCCC)[NH+]1CC(CCC1)CCCC